5-(4-(2-(1H-indazol-6-yl)ethynyl)phenoxy)-1H-1,2,3-triazole-4-carboxylic acid N1N=CC2=CC=C(C=C12)C#CC1=CC=C(OC2=C(N=NN2)C(=O)O)C=C1